5-[4-[4-[[4-[2-[(3S)-2,6-dioxo-3-piperidyl]-1-oxo-isoindolin-5-yl]piperazin-1-yl]methyl]-1-piperidyl]phenyl]-8,9-dihydro-7H-benzo[7]annulene-2-carboxylic acid O=C1NC(CC[C@@H]1N1C(C2=CC=C(C=C2C1)N1CCN(CC1)CC1CCN(CC1)C1=CC=C(C=C1)C1=CCCCC2=C1C=CC(=C2)C(=O)O)=O)=O